N1(CCCCC1)C(=O)ONC(=O)C1(CC1)N ((1-aminocyclopropanecarbonyl) amino) piperidine-1-carboxylate